N[C@H](C(=O)O)CC1CCNCC1 (S)-2-amino-3-(piperidin-4-yl)propanoic acid